C(C)(C)(C)OC(=O)N1C(C2=CC=C(C=C2CC1)C1=CN=NN1C)O hydroxy-6-(1-methyl-1H-1,2,3-triazol-5-yl)-3,4-dihydroisoquinoline-2(1H)-carboxylic acid tert-butyl ester